C(CCC)SCSC1=C(C#N)C(=CC(=N1)C=1SC=CN1)C1=CC=C(C=C1)CO 2-(((butylthio)methyl)thio)-4-(4-(hydroxymethyl)phenyl)-6-(thiazol-2-yl)nicotinonitrile